N(=C=O)CC(C(=O)[O-])CCCCCN=C=O 2,6-diisocyanatomethylhexanoate